8-(6-(cyclohexyloxy)pyridin-3-yl)-7,8-dihydro-6H-pyrimido[5,4-b][1,4]oxazine-2-carboxylic acid C1(CCCCC1)OC1=CC=C(C=N1)N1C2=C(OCC1)C=NC(=N2)C(=O)O